NC1=CC(=NC=N1)NC=1C(C2=C(N(C1)C)C(NC21CCCCC1)=O)=O 3'-((6-aminopyrimidin-4-yl)amino)-1'-methylspiro[cyclohexane-1,5'-pyrrolo[3,4-b]pyridine]-4',7'(1'H,6'H)-dione